(E)-4-[4-(3-chloro-10,11-dihydro-5H-dibenzo[b,f]azepin-5-yl)butylamino]-N-ethoxy-but-2-enamide maleate C(\C=C/C(=O)O)(=O)O.ClC=1C=CC2=C(N(C3=C(CC2)C=CC=C3)CCCCNC/C=C/C(=O)NOCC)C1